FC(C(=O)C=1C=NC(=CC1)C1=NN(N=C1)C)(F)F 2,2,2-trifluoro-1-[6-(2-methyl-2H-1,2,3-triazol-4-yl)pyridin-3-yl]ethanone